(1R,2R)-N-(7-chloro-6-(cis-4-(3,3-difluoroazetidin-1-yl)cyclohexyl)isoquinolin-3-yl)-2-(pyridin-2-yl)cyclopropane-1-carboxamide ClC1=C(C=C2C=C(N=CC2=C1)NC(=O)[C@H]1[C@@H](C1)C1=NC=CC=C1)[C@@H]1CC[C@@H](CC1)N1CC(C1)(F)F